sodium t-butyl alcohol C(C)(C)(C)O.[Na]